BrC=1C=C(C=CC1F)N1C(=NOC1=O)C1=NON=C1NCCCO 4-(3-bromo-4-fluorophenyl)-3-(4-((3-hydroxypropyl)amino)-1,2,5-oxadiazol-3-yl)-1,2,4-oxadiazol-5(4H)-one